CC=1C=CC=2N(C1)C=C(N2)CN2C(C1=CN=CC(=C1C=C2)C#C[Si](C)(C)C)=O 2-((6-methylimidazo[1,2-a]pyridin-2-yl)methyl)-5-((trimethylsilyl)ethynyl)-2,7-naphthyridin-1(2H)-one